3,5-dioxotetrahydrofuran-2-carboxylic acid O=C1C(OC(C1)=O)C(=O)O